N1(CCCCCC1)C=1C=C(C=CC1C=1NC(=CN1)C1=NC(=CC=C1)N1CCC(CC1)(F)F)NS(=O)(=O)C N-(3-(azepan-1-yl)-4-(5-(6-(4,4-difluoropiperidin-1-yl)pyridin-2-yl)-1H-imidazol-2-yl)phenyl)methanesulfonamide